3,6-dioxa-1,8-octanediylbis(3-(5-methoxy-2H-benzotriazol-2-yl)-4-hydroxyphenylethanoate) C(COCCOCCC(C(=O)[O-])C1=CC(=C(C=C1)O)N1N=C2C(=N1)C=CC(=C2)OC)C(C(=O)[O-])C2=CC(=C(C=C2)O)N2N=C1C(=N2)C=CC(=C1)OC